N-vinyl-3,5-dimethylcaprolactam C(=C)N1C(CC(CC(C1)C)C)=O